Cl.Cl.CN(C1=CC=C2CCN(CC2=C1)NS(=O)(=O)N)C1=CC=NC=2NC(C=CC12)=O (7-(methyl-(7-oxo-7,8-dihydro-1,8-naphthyridin-4-yl)amino)-3,4-dihydroisoquinoline-2(1H)-yl)sulfamide dihydrochloride